S-Trityl-L-cysteine C1=CC=C(C=C1)C(C2=CC=CC=C2)(C3=CC=CC=C3)SC[C@@H](C(=O)O)N